2-imino-2-((2-oxo-3-phenylpyrrolidin-1-yl)amino)acetic acid ethyl ester C(C)OC(C(NN1C(C(CC1)C1=CC=CC=C1)=O)=N)=O